tert-butyl (2R,4S)-4-(8-bromo-6-chloro-3,4-dihydro-2H-quinolin-1-yl)-2-(1-hydroxy-1-methyl-ethyl)pyrrolidine-1-carboxylate BrC=1C=C(C=C2CCCN(C12)[C@H]1C[C@@H](N(C1)C(=O)OC(C)(C)C)C(C)(C)O)Cl